Ethyl 5-(((1R)-1-(2-(aminomethyl)-5-fluoro-2,3-dihydrobenzofuran-7-yl)ethyl)amino)pyrazolo[1,5-a]pyrimidine-3-carboxylate NCC1OC2=C(C1)C=C(C=C2[C@@H](C)NC2=NC=1N(C=C2)N=CC1C(=O)OCC)F